CCCCC(CCCCC)O decan-5-ol